BrC1=C(C=C(C=C1)C1CC1)C 1-bromo-4-cyclopropyl-2-methylbenzene